OCC1(CCO1)NC(=O)C=1N(N=C2C=CC(=CC12)OCC1=NC=CC=C1)C N-[4-(hydroxymethyl)oxetan-4-yl]-2-methyl-5-[(pyridin-2-yl)methoxy]-2H-indazole-3-carboxamide